C(C1=CC=CC=C1)OC(=O)[C@@H](NC(CCCCCCCCCCCCC(OCC1=CC=CC=C1)=O)=O)CCC(NCCOCCOCCOCCOCCC(NCCOCCOCCOCCOCCC(NCCCC[C@@H](C(=O)O)NC(=O)OC(C)(C)C)=O)=O)=O (18S,59S)-18-((benzyloxy)carbonyl)-59-((tert-butoxycarbonyl)amino)-3,16,21,37,53-pentaoxo-1-phenyl-2,25,28,31,34,41,44,47,50-nonaoxa-17,22,38,54-tetraazahexacontan-60-oic acid